NC1=CC=C(N=N1)CNC(O[C@H]1[C@H](NC[C@@H]1O)CC1=CC=C(C=C1)OC)=O (2R,3S,4S)-4-hydroxy-2-[(4-methoxyphenyl)methyl]pyrrolidin-3-yl N-[(6-aminopyridazine-3-yl)methyl]carbamate